BrC=1C(=C(C=CC1)C1=C(C=C(C=C1C)C)C)NC(=S)NC(C)C 1-(3-bromo-2',4',6'-trimethyl-[1,1'-biphenyl]-2-yl)-3-isopropylthiourea